C1(=CC=CC=C1)C=N phenylmethyleneamine